9a-fluoro-16b-methyl-17a-hydroxy-21-chloropregna-1,4-diene-3,11,20-trione F[C@@]12[C@]3(C=CC(C=C3CC[C@H]1[C@@H]1C[C@@H]([C@](C(CCl)=O)([C@]1(CC2=O)C)O)C)=O)C